C(C1=CC=CC=C1)OC(=O)NC[C@H]1C[C@H](CC1)NC(OC(C)(C)C)=O tertbutyl N-[(1S,3R)-3-(benzyloxycarbonylaminomethyl)cyclopentyl]carbamate